3-bromo-4-methyl-pentan-2-one BrC(C(C)=O)C(C)C